(S)-3-amino-3-(2',6'-dichloro-4-fluoro-5-methyl-[1,1'-biphenyl]-3-yl)propionic acid ethyl ester hydrochloride Cl.C(C)OC(C[C@@H](C=1C=C(C=C(C1F)C)C1=C(C=CC=C1Cl)Cl)N)=O